S-Carboxymethylcysteine C(=O)(O)CSC[C@H](N)C(=O)O